FC(C(=O)O)(F)F.FC1(CC2(CNC2)C1)F Difluoro-2-azaspiro[3.3]heptane trifluoroacetate